1-isobutyl-8-methoxy-9-(2-methyl-2H-tetrazol-5-yl)-5,6-dihydropyrrolo[2,1-a]isoquinoline-3-carboxylic acid C(C(C)C)C=1C=C(N2C1C1=CC(=C(C=C1CC2)OC)C=2N=NN(N2)C)C(=O)O